3-chloro-4-((4-((1-(4-fluorophenyl)-4-oxo-1,4-dihydro-5H-pyrazolo[3,4-d]pyrimidin-5-yl)methyl)-4-hydroxypiperidin-1-yl)methyl)benzonitrile ClC=1C=C(C#N)C=CC1CN1CCC(CC1)(O)CN1C=NC2=C(C1=O)C=NN2C2=CC=C(C=C2)F